O=C1N(CCOCC1)C(=O)OC(C)(C)C tert-butyl 5-oxo-1,4-oxazepane-4-carboxylate